N-decanoyl-N-methyl-glycine (R)-methyl-2-(4-aminophenyl)propanoate tert-Butyl-2-(5-(4-amino-7-(1-methyl-1H-pyrazol-4-yl)pyrrolo[2,1-F][1,2,4]triazin-5-yl)-3-methoxypyridin-2-yl)acetate C(C)(C)(C)[C@@H](C(=O)O)C1=NC=C(C=C1OC)C=1C=C(N2N=CN=C(C21)N)C=2C=NN(C2)C.CC(C(=O)O)(C)C2=CC=C(C=C2)N.C(CCCCCCCCC)(=O)N(CC(=O)O)C